9-β-D-arabinofuranosyl-hypoxanthine ammonium fluorosulfate salt S(=O)(=O)([O-])F.[NH4+].[C@@H]1([C@@H](O)[C@H](O)[C@H](O1)CO)N1C=2N=CNC(C2N=C1)=O